(S)-8-(2-((1-methoxypropan-2-yl)amino)-7H-pyrrolo[2,3-d]pyrimidin-5-yl)-3,4-dihydrobenzo[f][1,4]oxazepin-5(2H)-one COC[C@H](C)NC=1N=CC2=C(N1)NC=C2C2=CC1=C(C(NCCO1)=O)C=C2